C1(=CC=CC=C1)COC=1C=C(C=CC1[N+](=O)[O-])C[C@@H](CN)N(C)C (S)-3-(3-(phenylmethyloxy)-4-nitrophenyl)-N2,N2-dimethylpropane-1,2-diamine